(1aR,5aR)-2-(5-Bromo-pyridin-2-yl)-1a,2,5,5a-tetrahydro-1H-2,3-diaza-cyclopropa[a]pentalene-4-carboxylic acid ((S)-2,2-dimethyl-1-pyridin-2-yl-propyl)-amide CC([C@@H](C1=NC=CC=C1)NC(=O)C=1C=2C[C@@H]3[C@H](C2N(N1)C1=NC=C(C=C1)Br)C3)(C)C